Methyl (S)-3-(4-(benzyloxy)phenyl)-2-(2-(1-(3-(3,4-dichlorophenyl)propanoyl)piperidin-4-yl)acetamido)propanoate C(C1=CC=CC=C1)OC1=CC=C(C=C1)C[C@@H](C(=O)OC)NC(CC1CCN(CC1)C(CCC1=CC(=C(C=C1)Cl)Cl)=O)=O